C(#N)C1=C(C(=C(CNC(OC(C)(C)C)=O)C(=C1)C)C)F tert-butyl (4-cyano-3-fluoro-2,6-dimethylbenzyl)carbamate